2-((S)-3-methyl-2-(6-(4-(2-(methanesulfonyl)pyrimidin-5-yl)-1H-1,2,3-triazol-1-yl)hexanamido)butanamido)hexanamide CC([C@@H](C(=O)NC(C(=O)N)CCCC)NC(CCCCCN1N=NC(=C1)C=1C=NC(=NC1)S(=O)(=O)C)=O)C